C(C)(C)(C)OC(=O)NC1(CC1)C(=O)O 1-(tert-butoxycarbonylamino)cyclopropanecarboxylic acid